C[C@@H]1N(C[C@H](N(C1)[C@@H](C)C=1C=C2N=C(C=NC2=CC1)C)C)C=1N(N=C2C1N(C(C=C2)=O)C)C2OCCCC2 ((2S,5R)-2,5-dimethyl-4-((S)-1-(3-methylquinoxalin-6-yl)ethyl)piperazin-1-yl)-4-methyl-2-(tetrahydro-2H-pyran-2-yl)-2,4-dihydro-5H-pyrazolo[4,3-b]pyridin-5-one